(2r,4s)-5-([1,1'-biphenyl]-4-yl)-4-amino-2-methylpentanoate hydrochloride Cl.C1(=CC=C(C=C1)C[C@H](C[C@H](C(=O)O)C)N)C1=CC=CC=C1